10-(3-(benzyloxy)cyclobutyl)-5-chloro-4-fluoro-2-(methylthio)-9,10-dihydro-8H-7-oxa-1,3,6,10-tetraazacyclohepta[de]naphthalene C(C1=CC=CC=C1)OC1CC(C1)N1CCOC2=NC(=C(C=3N=C(N=C1C23)SC)F)Cl